CC(C)([Si](OCCOCCOCCOCCO)(C1=CC=CC=C1)C1=CC=CC=C1)C 2,2-dimethyl-3,3-diphenyl-4,7,10,13-Tetraoxa-3-silapentadecan-15-ol